1-hexyl-2-propylpyrrolidinium fluoride salt [F-].C(CCCCC)[NH+]1C(CCC1)CCC